4-((5-chloro-4-(1-isopropyl-1H-pyrazol-4-yl)pyrimidin-2-yl)amino)-3-methoxy-N-(2-(methylsulfonyl)ethyl)benzamide ClC=1C(=NC(=NC1)NC1=C(C=C(C(=O)NCCS(=O)(=O)C)C=C1)OC)C=1C=NN(C1)C(C)C